OC1=CC(=C2C(CC(OC2=C1)C=1SC(=CC1)C)=O)OC 7-hydroxy-5-methoxy-2-(5-methylthiophene-2-yl)chroman-4-one